C(CCCCCCCCCCCCCCCCCCCCCC(C)C)O isopentacosyl alcohol